rac-ethyl 2-(7-bromo-4-ethyl-1-oxo-1,2,3,4-tetrahydronaphthalen-2-yl)-2-oxoacetate BrC1=CC=C2C(CC(C(C2=C1)=O)C(C(=O)OCC)=O)CC